COC=1C=CC=C2C=CN(C12)C(CCC(=O)N1CCOCC1)C1=NC=CC=C1C 7-methoxy-N-(1-(3-methylpyridin-2-yl)-4-morpholino-4-oxobutyl)-1H-indole